(3-methylbutan-2-yl) disulfide CC(C(C)SSC(C)C(C)C)C